(trimethylphenyl)boric acid CC1=C(C(=C(C=C1)OB(O)O)C)C